(6-bromopyridin-2-yl)-N'-(1-methyl-1H-pyrazol-4-yl)methyl-isothiourea BrC1=CC=CC(=N1)NC(S)=NCC=1C=NN(C1)C